C=CCCCCC=C 1,7-Octadien